2-(2-allyl-3,5-dimethylphenoxy)benzonitrile C(C=C)C1=C(OC2=C(C#N)C=CC=C2)C=C(C=C1C)C